C(#C)C1=CC=CC(=N1)C(=O)N[C@H](C)C1=CC=CC=C1 (R)-6-ethynyl-N-(1-phenylethyl)pyridineamide